C(C1=CC=CC=C1)N(C=1C(=NC(=C(C1)F)C1CC(C1)(F)F)OC([2H])([2H])[2H])CC1=CC=CC=C1 N,N-dibenzyl-6-(3,3-difluorocyclobutyl)-5-fluoro-2-(trideuteriomethoxy)pyridine-3-amine